N1(CCNCC1)CCCC=O 4-(piperazin-1-yl)butan-1-one